7-Chloro-2-(4'-fluoro-2'-(4-methyl-4H-1,2,4-triazol-3-yl)-[1,1'-biphenyl]-3-yl)benzo[d]oxazole-5-carbaldehyde ClC1=CC(=CC=2N=C(OC21)C=2C=C(C=CC2)C2=C(C=C(C=C2)F)C2=NN=CN2C)C=O